tert-butyl 4-(4-chloro-5-((5-(4-ethoxyphenyl)-3-methylpyridin-2-yl)carbamoyl)-1H-pyrazol-1-yl)piperidine-1-carboxylate ClC=1C=NN(C1C(NC1=NC=C(C=C1C)C1=CC=C(C=C1)OCC)=O)C1CCN(CC1)C(=O)OC(C)(C)C